ethyl 2-((1R,5S)-8-(1-(4-chloro-3-fluorophenyl)-3,3-dimethyl-2,3-dihydro-1H-pyrrolo[3,2-b]pyridine-5-carbonyl)-8-azabicyclo[3.2.1]octan-3-yl)acetate ClC1=C(C=C(C=C1)N1CC(C2=NC(=CC=C21)C(=O)N2[C@H]1CC(C[C@@H]2CC1)CC(=O)OCC)(C)C)F